NCCC(=O)N1[C@@H](C[C@@H](O)C1)C(=O)C(C1=CC=CC=C1)[N-]C(CCC(N)N)=O beta-Alanyl-HydroxyprolyldiaminobutyroylBenzylamide